(E)-1-[4-[(2-O,3-O,4-O,6-O-Tetraacetyl-beta-D-glucopyranosyl)oxy]phenyl]-3-phenyl-2-propen C(C)(=O)O[C@H]1[C@@H](O[C@@H]([C@H]([C@@H]1OC(C)=O)OC(C)=O)COC(C)=O)OC1=CC=C(C=C1)C\C=C\C1=CC=CC=C1